4-(((3-cyclopropyl-1-phenyl-1H-indazol-7-yl)oxy)methyl)pyridin-2-amine C1(CC1)C1=NN(C2=C(C=CC=C12)OCC1=CC(=NC=C1)N)C1=CC=CC=C1